C(C1=CC=CC=C1)(=O)OC(C(C(OC(C1=CC=CC=C1)=O)C1=CC=CC=C1)C)C1=CC=CC=C1 2-methyl-1,3-diphenyl-1,3-propanediol dibenzoate